5-(4-(6-((tert-butoxycarbonyl)amino)benzo[d]thiazol-2-yl)but-3-en-1-yn-1-yl)pyridin-2-yl(methyl)carbamate C(C)(C)(C)OC(=O)NC1=CC2=C(N=C(S2)C=CC#CC=2C=CC(=NC2)N(C([O-])=O)C)C=C1